C1(CC1)C=1N=CC2=C(N1)NC=C2C=2C=C(C=1N(C2)C(=CN1)C(F)F)F 2-Cyclopropyl-5-(3-(difluoromethyl)-8-fluoroimidazo[1,2-a]pyridin-6-yl)-7H-pyrrolo[2,3-d]pyrimidine